C(#C)C1=C2C(=CC(=CC2=CC=C1F)O)C1=C(C=2N=C(N=C(C2C=N1)N1C2CC3OC(CC1C3)C2)OC[C@]23CCCN3C[C@@H](C2)F)F 5-ethynyl-6-fluoro-4-[8-fluoro-2-{[(2R,7aS)-2-fluorotetrahydro-1H-pyrrolizin-7a(5H)-yl]methoxy}-4-(2-oxa-6-azatricyclo[3.3.1.13,7]decan-6-yl)pyrido[4,3-d]pyrimidin-7-yl]naphthalen-2-ol